(4-(triphenylen-1-yl)naphthalen-1-yl)acrylic acid C1(=CC=CC=2C3=CC=CC=C3C3=CC=CC=C3C12)C1=CC=C(C2=CC=CC=C12)C(C(=O)O)=C